ClC=1C=2N(C=CC1)N=C(C2)[C@@H]2N(CCC1=C2N=CN1)C(=O)C=1OC(=NN1)C=1C=NN(C1C)C (R)-(4-(4-chloropyrazolo[1,5-a]pyridin-2-yl)-6,7-dihydro-1H-imidazo[4,5-c]pyridin-5(4H)-yl)(5-(1,5-dimethyl-1H-pyrazol-4-yl)-1,3,4-oxadiazol-2-yl)methanone